2-Bromopropane-2-sulfinamide BrC(C)(C)S(=O)N